tert-Butyl (4-(pyridazin-3-yl)cyclohex-3-en-1-yl)carbamate N1=NC(=CC=C1)C1=CCC(CC1)NC(OC(C)(C)C)=O